COC[C@H](C)NC(=O)C1=CC2=C(N3C(S2)=NC(=C3)C3=CC=C(C=C3)C(NC)=O)C=C1 (S)-N-(1-methoxypropan-2-yl)-2-(4-(methylcarbamoyl)phenyl)benzo[d]imidazo[2,1-b]thiazole-7-carboxamide